methyl 2-(3-(((5-cyclopropyl-3-(2-(trifluoromethyl) phenyl) isoxazol-4-yl) methoxy) methyl)-3-fluoro-8-azabicyclo[3.2.1]oct-8-yl)-4-fluorobenzo[d]thiazole-6-carboxylate C1(CC1)C1=C(C(=NO1)C1=C(C=CC=C1)C(F)(F)F)COCC1(CC2CCC(C1)N2C=2SC1=C(N2)C(=CC(=C1)C(=O)OC)F)F